ClC=1C=C(C=CC1F)NC1=NC=NC2=CC(=C(C=C12)NC(C=CCCN1CCCCC1)=O)OC(F)(F)F 5-Piperidin-1-yl-pent-2-enoic acid [4-(3-chloro-4-fluoro-phenylamino)-7-trifluoromethoxy-quinazolin-6-yl]-amide